C1(CC1)C1=CC(=C(C=C1)C=1C(N(C(=NN1)N[C@H]1CN(CCC1)CC)C)=O)O (R)-6-(4-cyclopropyl-2-hydroxyphenyl)-3-((1-ethylpiperidin-3-yl)amino)-4-methyl-1,2,4-triazin-5(4H)-one